4-((4-(3-chloro-2,6-dimethoxypyridin-4-yl)-3-((cyclopentyloxy)methyl)phenyl)amino)tetrahydro-2H-pyran-4-carboxylic acid ClC=1C(=NC(=CC1C1=C(C=C(C=C1)NC1(CCOCC1)C(=O)O)COC1CCCC1)OC)OC